(1r,3r)-3-((4-(2-chlorophenyl)thiazol-2-yl)carbamoyl)cyclobutane-1-carboxylic acid ClC1=C(C=CC=C1)C=1N=C(SC1)NC(=O)C1CC(C1)C(=O)O